BrC1=C(C=C2C=CC=NC2=C1)C(F)(F)F 7-bromo-6-(trifluoromethyl)quinoline